ethyl 2-[5-amino-4-(3,4,5-trifluorophenyl)-1H-pyrazol-3-yl]-2-methylpropanoate NC1=C(C(=NN1)C(C(=O)OCC)(C)C)C1=CC(=C(C(=C1)F)F)F